3-chloro-2-hydroxypropyl-N,N-dimethyl-N-benzylammonium chloride [Cl-].ClCC(C[N+](CC1=CC=CC=C1)(C)C)O